(3S,4R)-3-amino-4-methoxypyrrolidine N[C@H]1CNC[C@H]1OC